3-(9H-carbazole-9-yl)phenylboronic acid C1=CC=CC=2C3=CC=CC=C3N(C12)C=1C=C(C=CC1)B(O)O